[CH-]1C=C2C(=C3C=CC(=N3)C(=C4C=CC(=N4)[C-](C5=NC(=C(C1=N2)C6=CC=CC=C6)C=C5)C7=CC=CC=C7)C8=CC=CC=C8)C9=CC=CC=C9.[Zn+2] zinc(II) tetraphenylporphyrin